FC1=C(OC2=CC3=C(N=C(N=C3)NCC3=NC=CC=C3)N(C2=O)C)C=CC=C1 6-(2-fluorophenoxy)-2-[(pyridin-2-yl-methyl)amino]-8-methylpyrido[2,3-d]pyrimidin-7(8H)-one